tert-butyl N-[(3R)-7-(5-tert-butyl-1,3,4-oxadiazol-2-yl)-5-[(4-chlorophenyl)methyl]-8-fluoro-9-methyl-4-oxo-2,3-dihydro-1,5-benzothiazepin-3-yl]carbamate C(C)(C)(C)C1=NN=C(O1)C=1C(=C(C2=C(N(C([C@H](CS2)NC(OC(C)(C)C)=O)=O)CC2=CC=C(C=C2)Cl)C1)C)F